2,5-dimethoxy-4-(trifluoromethyl)benzaldehyde COC1=C(C=O)C=C(C(=C1)C(F)(F)F)OC